O=C1NC(C2=CC=CC=C12)=O 1,3-dioxoisoindoline